tert-butyl 4-[2-[5-amino-7-[ethoxy(propyl) carbamoyl]-6H-thieno[3,2-b]azepin-2-yl]ethyl]piperidine-1-carboxylate NC=1CC(=CC2=C(N1)C=C(S2)CCC2CCN(CC2)C(=O)OC(C)(C)C)C(N(CCC)OCC)=O